(diethylamide) hafnium (IV) [Hf+4].C(C)[N-]CC.C(C)[N-]CC.C(C)[N-]CC.C(C)[N-]CC